CN(CCN1C2=CC=CC=C2SC=2C=CC=CC12)C N,N-Dimethyl-2-(10H-phenothiazin-10-yl)ethan-1-amine